(S)-6-amino-2-(1-amino-6-bromo-1,3-dihydrospiro[indene-2,4'-piperidin]-1'-yl)-5-(4-cyclopropoxyphenyl)-3-methylpyrimidin-4(3H)-one NC1=C(C(N(C(=N1)N1CCC2(CC1)[C@@H](C1=CC(=CC=C1C2)Br)N)C)=O)C2=CC=C(C=C2)OC2CC2